1-(Exo-3-((4-((4-([1,2,4]triazolo[1,5-a]pyridin-7-yloxy)-3-methylphenyl)amino)-7-methoxyquinazolin-6-yl)oxy)-8-azabicyclo[3.2.1]oct-8-yl)prop-2-en-1-one N=1C=NN2C1C=C(C=C2)OC2=C(C=C(C=C2)NC2=NC=NC1=CC(=C(C=C21)OC2CC1CCC(C2)N1C(C=C)=O)OC)C